8-(3-Acrylamidophenyl)-2-((2-chloro-4-(4-methylpiperazin-1-yl)phenyl)amino)quinazoline-7-carboxamide Diethyl-((S)-2-(2-(4-chlorophenyl)-2-methylpropanamido)hexanoyl)-D-glutamate C(C)[C@@](N(C([C@H](CCCC)NC(C(C)(C)C1=CC=C(C=C1)Cl)=O)=O)CC)(CCC(=O)O)C(=O)O.C(C=C)(=O)NC=1C=C(C=CC1)C=1C(=CC=C2C=NC(=NC12)NC1=C(C=C(C=C1)N1CCN(CC1)C)Cl)C(=O)N